CN(C1CCN(CC1)C1=C(C=C(C=C1)C1=CC=C2N=CC=3N(C2=C1)C(=NC3C)C(C)C)Cl)C N,N-dimethyl-1-(2-chloro-4-(1-isopropyl-3-methylimidazo[1,5-a]quinoxalin-8-yl)phenyl)piperidin-4-amine